BrC1=CC=C(C=C1)N1C[C@H](N([C@H](C1)C)C)C (2R,6S)-4-(4-bromophenyl)-1,2,6-trimethylpiperazine